dimethyl-(ethoxy)phenylsilane C[Si](C1=CC=CC=C1)(OCC)C